ClC1=CC=C(C(=O)N[C@@H](C(=O)NC2=CC=C(C=C2)C=2OC(=NN2)C)C)C=C1 (R)-4-chloro-N-(1-((4-(5-methyl-1,3,4-oxadiazol-2-yl)phenyl)amino)-1-oxopropan-2-yl)benzamide